C12CNCCC(CC1)N2 3,9-diazabicyclo[4.2.1]nonane